Cl.Cl.ClC1=CC=C(C=C1)C=1N=C2N(C=CC=N2)C1CN1C2CNC(C1)CC2 2-(4-chlorophenyl)-3-(2,5-diazabicyclo[2.2.2]oct-2-ylmethyl)imidazo[1,2-a]pyrimidine dihydrochloride